6-(2-fluoro-5-((3-(4-(piperidin-1-ylsulfonyl)phenyl)ureido)methyl)phenyl)-4-(trioxidaneylthio)naphthalene-2-sulfonic acid FC1=C(C=C(C=C1)CNC(=O)NC1=CC=C(C=C1)S(=O)(=O)N1CCCCC1)C=1C=C2C(=CC(=CC2=CC1)S(=O)(=O)O)SOOO